8-chloro-5-[[2-[3-(6-fluoro-[1,2,4]triazolo[4,3-a]pyridin-7-yl)propyl]-2-azaspiro[3.3]heptan-6-yl]oxy]-2-(trideuteriomethyl)phthalazin-1-one ClC=1C=CC(=C2C=NN(C(C12)=O)C([2H])([2H])[2H])OC1CC2(CN(C2)CCCC2=CC=3N(C=C2F)C=NN3)C1